ClCCC(=O)C1=C(C=C(C(=C1)C)O)O 3-chloro-1-(2,4-dihydroxy-5-methylphenyl)propan-1-one